2-(2-azaspiro[3.3]-heptan-6-ylmethyl)-4-(trifluorometh-yl)oxazole C1NCC12CC(C2)CC=2OC=C(N2)C(F)(F)F